T-Butoxyacetic acid C(C)(C)(C)OCC(=O)O